ClC1=C(OC=2C=CC(=C(C2)S(=O)(=O)NC2CC(C2)([2H])O)O)C(=CC(=C1)N1N=C(C(NC1=O)=O)C(F)F)Cl 5-(2,6-dichloro-4-(6-(difluoromethyl)-3,5-dioxo-4,5-dihydro-1,2,4-triazin-2(3H)-yl)phenoxy)-2-hydroxy-N-((1s,3s)-3-hydroxycyclobutyl-3-d)benzenesulfonamide